(S)-Methyl 2-(((S)-(((S,Z)-2-((2-amino-6-oxo-1H-purin-9(6H)-yl)methylene)-1-(hydroxymethyl)cyclopropyl)methoxy)(phenoxy)phosphoryl)amino)-4-methylpentanoate NC=1NC(C=2N=CN(C2N1)\C=C\1/[C@@](C1)(CO)CO[P@](=O)(OC1=CC=CC=C1)N[C@H](C(=O)OC)CC(C)C)=O